tert-Butyl 4-(bis(tert-butoxycarbonyl)amino)-2-methyl-7H-pyrrolo[2,3-d]pyrimidine-7-carboxylate C(C)(C)(C)OC(=O)N(C=1C2=C(N=C(N1)C)N(C=C2)C(=O)OC(C)(C)C)C(=O)OC(C)(C)C